FC1=CC(=CC2=C1CN(C(O2)=O)CC2=C(C(=CC=C2)NS(NC)(=O)=O)F)OC2=NC=CC=N2 5-fluoro-3-({2-fluoro-3-[(methylsulfamoyl)amino]phenyl}methyl)-7-(pyrimidin-2-yloxy)-3,4-dihydro-2H-1,3-benzoxazin-2-one